ClC=1C2=C(N=C(N1)OCC13CCCN3CCC1)C(=C(N=C2)C2=CC=CC1=CC=CC(=C21)Cl)F 4-chloro-7-(8-chloronaphthalen-1-yl)-8-fluoro-2-((hexahydro-1H-pyrrolizin-7a-yl)methoxy)pyrido[4,3-d]pyrimidine